(3-amino-3-methyl-butyl)-2-(3-cyanophenyl)-3-(2,6-dimethyl-4-pyridinyl)pyrazolo[1,5-a]pyrimidine-5-carboxamide NC(CCC=1C(=NC=2N(C1)N=C(C2C2=CC(=NC(=C2)C)C)C2=CC(=CC=C2)C#N)C(=O)N)(C)C